COC1=C(C=CC=C1)C1=CC(=CC=C1)C(=O)NC(CC1=NC=CC=C1)C 2'-methoxy-N-(1-methyl-2-pyridin-2-ylethyl)biphenyl-3-carboxamide